1-(2-fluoro-3-(4,4,5,5-tetramethyl-1,3,2-dioxaborolan-2-yl)phenyl)-4-methyl-1H-imidazole FC1=C(C=CC=C1B1OC(C(O1)(C)C)(C)C)N1C=NC(=C1)C